[(2S,4S)-4-Cyanomethyl-pyrrolidin-2-yl]methyloxyl-7-oxo-6-(sulfooxy)-1,6-diazabicyclo[3.2.1]octane-2-carboxamide C(#N)C[C@@H]1C[C@H](NC1)COC1(N2C(N(C(CC1)C2)OS(=O)(=O)O)=O)C(=O)N